ClC=1C(=C(NC=2C3=C(N=CN2)C=CC(=N3)O[C@@H]3CN(CC3)C(=O)OC(C)(C)C)C=CC1OC[C@H]1COCC1)F tert-butyl (3S)-3-[4-[3-chloro-2-fluoro-4-[[(3R)-tetrahydrofuran-3-yl]methoxy]anilino]pyrido[3,2-d]pyrimidin-6-yl]oxypyrrolidine-1-carboxylate